NC1=NC(=C(C=C1C=1C=C2CCNC(C2=CC1)=O)C1=CC=C(C=C1)C1CN(CCC1)CC(F)(F)F)F 6-(2-amino-6-fluoro-5-(4-(1-(2,2,2-trifluoroethyl)piperidin-3-yl)phenyl)pyridin-3-yl)-3,4-dihydroisoquinolin-1(2H)-one